N-[(trans)-3,3-Difluoro-2-hydroxycyclohexyl]-3-oxo-2-(pyridin-3-yl)-6-[4-(trifluoromethoxy)phenyl]-2,3-dihydropyridazine-4-carboxamide FC1([C@H]([C@@H](CCC1)NC(=O)C=1C(N(N=C(C1)C1=CC=C(C=C1)OC(F)(F)F)C=1C=NC=CC1)=O)O)F